3-(4-bromo-2-methylphenyl)morpholine-4-carboxylic acid tert-butyl ester C(C)(C)(C)OC(=O)N1C(COCC1)C1=C(C=C(C=C1)Br)C